C(C1=CC=CC=C1)C1N(CCN(CCN(C1)CC(=O)O)CC(=O)O)CC(=O)O 2-benzyl-1,4,7-triazonane-N,N',N''-triacetic acid